C1(CC1)COC1=CC=2N(C=C1)N=CC2C2=NC(=CC=C2)C2CNCCC2 5-(cyclopropylmethoxy)-3-(6-(piperidin-3-yl)pyridin-2-yl)pyrazolo[1,5-a]pyridine